ammonium hydroxydodecyl-phosphate salt OCCCCCCCCCCCCOP(=O)([O-])[O-].[NH4+].[NH4+]